C1(CC1)C=1C=NC=2CCN(CC2C1)C1=NC=NC2=CC=C(C=C12)OC 4-(3-cyclopropyl-7,8-dihydro-5H-1,6-naphthyridin-6-yl)-6-methoxy-quinazoline